NC1=CC=C(C(=C1C1=CC(N2[C@@H](CCC2C1)C(=O)OCC(=O)C=1C(=NNC1)F)=O)F)Cl 2-(3-fluoro-1H-pyrazol-4-yl)-2-oxoethyl (3S)-7-(6-amino-3-chloro-2-fluorophenyl)-5-oxo-1,2,3,5,8,8a-hexahydroindolizine-3-carboxylate